2-(2-hydroxy-3-carboxy-5-sulfophenyl)-1,3,5-triazine OC1=C(C=C(C=C1C(=O)O)S(=O)(=O)O)C1=NC=NC=N1